[K+].C1(=CC=CC2=CC=CC=C12)CC(=O)[O-] 1-NAPHTHALENEACETIC ACID, POTASSIUM SALT